C(C)(C)(C)OC(=O)N1C(CCC1)C(C(=O)O)C (1-(tert-butoxycarbonyl)pyrrolidin-2-yl)propionic acid